FC(S(=O)(=O)OC1=C(C=C(C=C1C=O)C1=NC(=CC=C1NC(C)C=1C=C(C=C2C(C(=C(OC12)C(C)C)C)=O)C)Cl)F)(F)F 4-(6-chloro-3-((1-(2-isopropyl-3,6-dimethyl-4-oxo-4H-chromen-8-yl) ethyl)amino)pyridin-2-yl)-2-fluoro-6-formylphenyl trifluoromethanesulfonate